FC(C=1C=C(C=CC1)C1OC2=C(O1)C=CC(=C2)N)(F)F 2-(3-(trifluoromethyl)phenyl)benzo[d][1,3]dioxol-5-amine